C(\C=C\C1=CC=C(C=C1)O)(=O)OCC(O)COC(\C=C\C1=CC(O)=C(O)C=C1)=O 1-O-p-coumaroyL-3-O-caffeoylglycerol